ClC1=C(C=CC(=C1)F)C1N=C(NC(=C1C(=O)OC)[C@@H]1CC[C@H](CC1)NCCC(=O)OCC)C=1SC=CN1 (trans)-Methyl 4-(2-chloro-4-fluorophenyl)-6-(4-((3-ethoxy-3-oxopropyl)amino)cyclohexyl)-2-(thiazol-2-yl)-1,4-dihydropyrimidine-5-carboxylate